N1=CC=C(C=C1)C1=NN=C(O1)S 5-(4-pyridinyl)-1,3,4-oxadiazole-2-thiol